N1(CCNCC1)C(=O)OC1=NC=CC(=C1)C1=NC=CC(=N1)OC1=C(C=C(C=C1C)C#N)C (4-(4-(4-cyano-2,6-dimethylphenoxy) pyrimidin-2-yl) pyridin-2-yl) piperazine-1-carboxylate